(((hydroxy)benzylamino)(3-methylphenyl)methyl)diphenylphosphine oxide ON(CC1=CC=CC=C1)C(C1=CC(=CC=C1)C)P(C1=CC=CC=C1)(C1=CC=CC=C1)=O